C(#N)[C@H](CC)NC(C1=CC=C(C=C1)C1=NC(=NC=C1C)NC=1C=NN(C1)C1CCOCC1)=O (S)-N-(1-cyanopropyl)-4-(5-methyl-2-((1-(tetrahydro-2H-pyran-4-yl)-1H-pyrazol-4-yl)amino)pyrimidin-4-yl)benzamide